1-(2,3-dihydro-1,4-benzodioxin-6-yl)methylamine O1CCOC2=C1C=CC(=C2)CN